N-(4'-Isopropyl-3,5-dimethyl-biphenyl-2-yl)-3,3-dimethyl-butyramide C(C)(C)C1=CC=C(C=C1)C1=C(C(=CC(=C1)C)C)NC(CC(C)(C)C)=O